C[NH+](C1=CC=NC=C1)C 4-dimethylammoniopyridine